2-amino-5-bromo-4-hydroxybenzoic acid NC1=C(C(=O)O)C=C(C(=C1)O)Br